C(C1=CC=CC=C1)OC(C)(C)C=1N=C(SC1)NC(=O)C=1N(C=CC1)CC1=CC=NC=C1 N-(4-(2-(benzyloxy)propan-2-yl)thiazol-2-yl)-1-(pyridin-4-ylmethyl)-1H-pyrrole-2-carboxamide